ClC1=C(C(C2=CC=CC=C2C1OC1=CC=CC=C1)OC1=CC=CC=C1)NC1=C(C(=O)N(C2=NC=CC=C2)CC)C=CC=C1 ((3-chloro-1,4-diphenoxy-1,4-dihydronaphthalen-2-yl)amino)-N-ethyl-N-(pyridin-2-yl)benzamide